6-hydroxy-4-(6-(6-((2-methoxypyrimidin-5-yl)methyl)-3,6-diazabicyclo[3.1.1]heptan-3-yl)pyridin-3-yl)pyrazolo[1,5-a]pyridine-3-carbonitrile OC=1C=C(C=2N(C1)N=CC2C#N)C=2C=NC(=CC2)N2CC1N(C(C2)C1)CC=1C=NC(=NC1)OC